4-(4-(6-(((1R,4R,5R,6R)-6-fluoro-1,4-dimethyl-2-azabicyclo[2.2.2]octan-5-yl)(methyl)amino)pyridazin-3-yl)-3-hydroxyphenyl)-1-methyl-1,3,5-triazin-2(1H)-one F[C@@H]1[C@@H]([C@]2(CN[C@@]1(CC2)C)C)N(C2=CC=C(N=N2)C2=C(C=C(C=C2)C2=NC(N(C=N2)C)=O)O)C